(R)-N-((R)-1'-(8-((2-amino-3-chloropyridin-4-yl)-thio)imidazo[1,2-c]pyrimidin-5-yl)-3H-spiro[benzofuran-2,4'-piperidine]-3-yl)-2-methylpropane-2-sulfinamide NC1=NC=CC(=C1Cl)SC=1C=2N(C(=NC1)N1CCC3(CC1)OC1=C([C@H]3N[S@](=O)C(C)(C)C)C=CC=C1)C=CN2